C(C)(C)(C)NC(=O)C1=C(C(=O)O)C=CC=C1 2-(tert-butylcarbamoyl)benzoic acid